ClC1=C2C(=NC=C1)NC=C2C=O 4-chloro-1H-pyrrolo[2,3-b]pyridine-3-carbaldehyde